N1=CN=C2N(C=NC2=C1)C(CCO)CCCCCC 3-(9H-Purin-9-yl)nonan-1-ol